(R)-4-(2-amino-1-hydroxyethyl)-1,2-benzenediol NC[C@H](O)C=1C=C(C(=CC1)O)O